(tert-butyl 1-(2-chloro-5-(3-fluoro-4-((4-methylpyrimidin-2-yl) oxy) phenyl) pyrimidin-4-yl) azetidin-3-yl) carbamate C(N)(OC1C(N(C1)C1=NC(=NC=C1C1=CC(=C(C=C1)OC1=NC=CC(=N1)C)F)Cl)C(C)(C)C)=O